2-ethyl-4,6-bis(furan-2-yl)pyridine C(C)C1=NC(=CC(=C1)C=1OC=CC1)C=1OC=CC1